C(#N)[C@@H]1C[C@@H](CN(CC1)C=1C2=C(N=C(N1)OCC13CCCN3CCC1)C(=C(N=C2)C2=CC(=CC1=CC=C(C(=C21)C#C)F)O)F)NC(C=C)=O N-((3S,5S)-5-cyano-1-(7-(8-ethynyl-7-fluoro-3-hydroxynaphthalen-1-yl)-8-fluoro-2-((tetrahydro-1H-pyrrolizin-7a(5H)-yl)methoxy)pyrido[4,3-d]pyrimidin-4-yl)azepan-3-yl)acrylamide